(S)-7-cyclopropyl-7-methyl-2-((R)-3-methylmorpholino)-6,7-dihydropyrazolo[1,5-a]pyrazin-4(5H)-one C1(CC1)[C@]1(CNC(C=2N1N=C(C2)N2[C@@H](COCC2)C)=O)C